C(C1=CC=CC=C1)OCC1CCC(CC1)N1N=C(C(=C1)C(=O)OCC)OC(C(=O)O)(F)F 2-[1-[4-(benzyloxymethyl)cyclohexyl]-4-ethoxycarbonyl-pyrazol-3-yl]oxy-2,2-difluoro-acetic acid